methyl (2S,3S,4S,5R)-3-(3,4-difluoro-2-methoxy-5-(4,4,5,5-tetramethyl-1,3,2-dioxaborolan-2-yl)phenyl)-4,5-dimethyl-5-(trifluoromethyl)tetrahydrofuran-2-carboxylate FC=1C(=C(C=C(C1F)B1OC(C(O1)(C)C)(C)C)[C@H]1[C@H](O[C@]([C@H]1C)(C(F)(F)F)C)C(=O)OC)OC